2-chloro-1,3,2-benzodioxaphosphorin-4-one ClP1OC2=C(C(O1)=O)C=CC=C2